α,α'-Dibromo-o-xylene C1=CC=C(C(=C1)CBr)CBr